2-(2,2-dimethylpyrrolidin-1-yl)ethyl (6-methyl-5-(2-(1-methyl-1H-pyrazol-4-yl)pyrazolo[5,1-b]thiazole-7-carboxamido)pyridin-3-yl)carbamate CC1=C(C=C(C=N1)NC(OCCN1C(CCC1)(C)C)=O)NC(=O)C=1C=NN2C1SC(=C2)C=2C=NN(C2)C